Methyl 3-fluoro-4-(4-(hydroxymethyl)piperidin-1-yl)benzoate FC=1C=C(C(=O)OC)C=CC1N1CCC(CC1)CO